4-(Piperidin-4-yloxy)pyrimidine-2-carbonitrile N1CCC(CC1)OC1=NC(=NC=C1)C#N